1-cyclopentyl-2,4-dioxo-1,2,3,4-tetrahydropyrimidine C1(CCCC1)N1C(NC(C=C1)=O)=O